NC=1N=C(SC1C(C1=CC=CC=C1)=O)N(C=1C=NC(=CC1)C(F)(F)F)C(C(=O)N)C [(4-Amino-5-benzoylthiazol-2-yl)-[6-(trifluoromethyl)-3-pyridyl]amino]propanamid